tert-butyl 2'-(4,4-difluoropiperidin-1-yl)-3,6-dihydro-[4,4'-bipyridine]-1(2H)-carboxylate FC1(CCN(CC1)C1=NC=CC(=C1)C=1CCN(CC1)C(=O)OC(C)(C)C)F